C(CCCCCCCCCCCCCCCCC)NCCCCCCCCCCCCCCCCCC dioctaDecylamine